bis(3-(3-butylimidazolyl)propyl)-N-methyl-amine C(CCC)N1C(=NC=C1)CCCN(C)CCCC1=NC=CN1CCCC